Cl.FC=1C=C2C(=CC1)NC([C@@]21CN[C@@H](C1)C(=O)N)=O (3R,5'S)-5-fluoro-2-oxospiro[indoline-3,3'-pyrrolidine]-5'-carboxamide hydrochloride